C1(=CC=CC=C1)NC=1C=C(C=CC1)C1=CC=C(C=C1)C1=CC=CC=C1 N-phenyl-[1,1':4',1''-terphenyl]-3-amine